(R)-4-(5-chloro-2-methoxy-4-(methylsulfinyl)phenyl)-6-methylnicotinic acid ClC=1C(=CC(=C(C1)C1=CC(=NC=C1C(=O)O)C)OC)[S@](=O)C